1-benzyl-3-(trans-4-((5-cyano-4-(5-methyl-1H-pyrazol-4-yl)pyrimidin-2-yl)amino)cyclohexyl)-3-(5-(2-methoxypyrimidin-5-yl)pyridin-2-yl)-1-methylurea C(C1=CC=CC=C1)N(C(=O)N(C1=NC=C(C=C1)C=1C=NC(=NC1)OC)[C@@H]1CC[C@H](CC1)NC1=NC=C(C(=N1)C=1C=NNC1C)C#N)C